[Cl-].C(C)(C)C1=C(C(=CC=C1)C(C)C)[N+]1=CN2C(C=CC3=CC=CC(=C23)N2CCCCC2)=C1 2-(2,6-Diisopropylphenyl)-9-(piperidin-1-yl)imidazo[1,5-a]quinolin-2-ium chloride